C(=O)(O)[C@](CC(=O)NCCCCNC(C[C@](C(=O)O)(CC(=O)O)O)=O)(CC(=O)O)O (2R)-2-[2-[4-[[(3S)-3,4-dicarboxy-3-hydroxybutanoyl]amino]butylamino]-2-oxoethyl]-2-hydroxybutanedioic acid